C(C1CO1)OCCC[Si](OCCOC)(OCCOC)C glycidoxypropylmethyldi(methoxyethoxy)silane